FC=1C=C(C=NC1)[C@@H]1CC=NN1C(=O)N1C=NC=C1 (S)-(5-(5-fluoropyridin-3-yl)-4,5-dihydro-1H-pyrazol-1-yl)(1H-imidazol-1-yl)methanone